FC1=CC=C(C=C1)C1=C(C(=NC2=CC3=C(C=C12)C=NN3)C3=CC=C(C(=O)NC)C=C3)C(C)C 4-[5-(4-fluorophenyl)-6-isopropyl-1H-pyrazolo[4,3-g]quinolin-7-yl]-N-methyl-benzamide